Ruthenium tetraoxide [Ru](=O)(=O)(=O)=O